ClC=1C=C(CN(C(OC(C)(C)C)=O)CCCCO)C=CC1OC(F)(F)F tert-Butyl 3-chloro-4-(trifluoromethoxy)benzyl(4-hydroxybutyl)carbamate